(S)-4-(8-(2,4-dichlorophenyl)-9-(4-((1-(3-fluoropropyl)pyrrolidin-3-yl)oxy)phenyl)-6,7-dihydro-5H-benzo[7]annulen-3-yl)phenol ClC1=C(C=CC(=C1)Cl)C=1CCCC2=C(C1C1=CC=C(C=C1)O[C@@H]1CN(CC1)CCCF)C=CC(=C2)C2=CC=C(C=C2)O